diethyl (3-chlorophenylsulfonyl)methylphosphonate ClC=1C=C(C=CC1)S(=O)(=O)CP(OCC)(OCC)=O